2-((5-(4-(dimethylamino)piperidin-1-yl)pyridin-2-yl)amino-5-fluoropyrimidin-4-yl)-4-methylthiazol-2-amine CN(C1CCN(CC1)C=1C=CC(=NC1)NC1=NC=C(C(=N1)C1(SC=C(N1)C)N)F)C